BrC1=CC(=NC=C1Cl)NC(CC=1C=C(C(=O)NC)C=CC1)=O 3-(2-((4-bromo-5-chloropyridin-2-yl)amino)-2-oxoethyl)-N-methylbenzamide